5-(5-(4,4-difluoro-piperidine-1-carbonyl)pyridin-2-yl)-6,7-difluoro-benzofuran FC1(CCN(CC1)C(=O)C=1C=CC(=NC1)C=1C(=C(C2=C(C=CO2)C1)F)F)F